4,6-dichloro-3-methylcinnoline ClC1=C(N=NC2=CC=C(C=C12)Cl)C